C(CCCCCCCCCCCCCCC)[N+]1(CCOCC1)CC N-Cetyl-Ethyl-Morpholinium